C(C=C)(=O)OCCC[Si](OCCOCCCC)(OCCOCCCC)OCCOCCCC 3-acryloxypropyltri(butoxyethoxy)silane